1'-(4-((4-(2-(3-chloro-5-cyanophenyl)prop-2-yl)phenoxy)methyl)pyrimidin-2-yl)-[4,4'-Bipiperidine]-1-carboxylate ClC=1C=C(C=C(C1)C#N)C(C)(C)C1=CC=C(OCC2=NC(=NC=C2)N2CCC(CC2)C2CCN(CC2)C(=O)[O-])C=C1